[C@@H]12N(C[C@@H](NC1)C2)C2=NC=CC(=C2)C2=CN=C1N2N=C(C=C1)C(F)F 3-(2-((1S,4S)-2,5-diazabicyclo[2.2.1]heptan-2-yl)pyridin-4-yl)-6-(difluoromethyl)imidazo[1,2-b]pyridazin